C(CCC)C=1C=C(CC1)C 3-butyl-1-methylcyclopentan-1,3-diene